6-(2-(6-((7R)-7-Amino-2-azabicyclo[2.2.1]heptane-2-carbonyl)-4-methoxy-3-methylbenzo[b]thiophen-2-yl)-1-(cyclopropylmethyl)-1H-pyrrolo[2,3-b]pyridin-6-yl)isoindolin-1-one N[C@H]1C2N(CC1CC2)C(=O)C=2C=C(C1=C(SC(=C1C)C1=CC=3C(=NC(=CC3)C3=CC=C4CNC(C4=C3)=O)N1CC1CC1)C2)OC